6-((3-(8-(((3S,4R)-3-fluoro-1-methylpiperidin-4-yl)amino)-3-((trifluoromethyl)thio)imidazo[1,2-a]pyridin-2-yl)prop-2-yn-1-yl)amino)-5-methoxy-N-methylpicolinamide F[C@H]1CN(CC[C@H]1NC=1C=2N(C=CC1)C(=C(N2)C#CCNC2=C(C=CC(=N2)C(=O)NC)OC)SC(F)(F)F)C